N1(C=CC2=CC=CC=C12)CC(=O)ON=C(C1=CC=CC=C1)C1=CC=CC=C1 benzophenone O-(2-(1H-indol-1-yl)acetyl) oxime